C1(CC1)C1=C(C=C(C=C1)[C@@H](NC(=O)[C@H]1N(C[C@@H](C1)F)C(CN1C(COCC1)=O)=O)C1=CC=CC=C1)F (2S,4R)-N-[(S)-(4-cyclopropyl-3-fluorophenyl)(phenyl)methyl]-4-fluoro-1-[2-(3-oxomorpholin-4-yl)acetyl]pyrrolidine-2-carboxamide